tert-butyl 1-(6-(bicyclo[1.1.1]pentan-1-yl)pyridin-3-yl)-4-cyano-3-(2-methoxy-2-oxoethyl)-1,4,6,7-tetrahydro-5H-pyrazolo[4,3-c]pyridine-5-carboxylate C12(CC(C1)C2)C2=CC=C(C=N2)N2N=C(C=1C(N(CCC12)C(=O)OC(C)(C)C)C#N)CC(=O)OC